NCC1CCN(CC1)C(=O)OC(C)(C)C tert-butyl 4-(aminomethyl)piperidine-1-carboxylate